C(C)C1=CC(=C(C=C1)O)C(C1=CC=CC=C1)C 4-ethyl-2-(α-methylbenzyl)phenol